(S)-6-(1-(4-fluoropiperidin-1-yl)ethyl)-2-(3-(3-((4-methyl-4H-1,2,4-triazol-3-yl)methyl)oxetan-3-yl)phenyl)-4-(trifluoromethyl)isoindolin-1-one FC1CCN(CC1)[C@@H](C)C1=CC(=C2CN(C(C2=C1)=O)C1=CC(=CC=C1)C1(COC1)CC1=NN=CN1C)C(F)(F)F